COC(C(C1=CC=C(C=C1)C)(C1=CC=C(C=C1)C)OC)(C1=CC=C(C=C1)C)C1=CC=C(C=C1)C 1,2-dimethoxy-1,1,2,2-tetrakis(4-methylphenyl)ethane